(R)-1-(4-methyl-5-(1-methyl-8-(methylamino)-1H-imidazo[4,5-f]isoquinolin-4-yl)pyridin-2-yl)propan-1-ol CC1=CC(=NC=C1C1=C2C(=C3C=C(N=CC3=C1)NC)N(C=N2)C)[C@@H](CC)O